3-(4-fluorophenyl)-1-(4-hydroxyphenyl)chalcone FC1=CC=C(C=C1)C=1CC(C=CC1)(\C=C\C(=O)C1=CC=CC=C1)C1=CC=C(C=C1)O